CN(C(=O)C1=NN2C(CN(CCC2)C(=O)OCC2=CC=CC=C2)=N1)C benzyl 2-(dimethylcarbamoyl)-5,6,7,9-tetrahydro-[1,2,4]triazolo[1,5-a][1,4]diazepine-8-carboxylate